Cl.S1CC(NC=C1)=O [1,4]Thiazin-3(4H)-one hydrochloride